ClC1=CC=C(C(=N1)C=O)OCOC 6-chloro-3-(methoxymethoxy)pyridinecarboxaldehyde